ClC1=C(C=C2C(=NNC2=C1)C1=CC(=NC=C1)OC)C1C[C@@H]2[C@@H](CN(C2)C2CN(CCC2)C(=O)OC)C1 methyl 3-((3aR,5s,6aS)-5-(6-chloro-3-(2-methoxypyridin-4-yl)-1H-indazol-5-yl)hexahydrocyclopenta[c]pyrrol-2(1H)-yl)piperidine-1-carboxylate